3-(4-{2-[2-(2-ethoxyethoxy)ethoxy]ethoxy}phenyl)-2-[4,7,10-tris(carboxymethyl)-1,4,7,10-tetraazacyclododecan-1-yl]propanoic acid C(C)OCCOCCOCCOC1=CC=C(C=C1)CC(C(=O)O)N1CCN(CCN(CCN(CC1)CC(=O)O)CC(=O)O)CC(=O)O